OCC([C@]1(CC[C@H]2[C@@H]3CCC4=CC(CC[C@]4(C)[C@H]3CC[C@]12C)=O)OC(CC)=O)=O 21-hydroxy-17-(1-oxopropoxy)-pregn-4-ene-3,20-dione